[K+].[K+].N[C@@H](CC(=O)[O-])C(=O)[O-] aspartic acid dipotassium salt